4-trifluoromethyl-1H-pyrazol-5-amine FC(C=1C=NNC1N)(F)F